pyridazin-3-ylmethanamine Hydrochloride Cl.N1=NC(=CC=C1)CN